N-{5-[1-(4-ethylphenyl)-1H-pyrazol-4-yl]-1H-indol-3-yl}cyclohexane-carboxamide C(C)C1=CC=C(C=C1)N1N=CC(=C1)C=1C=C2C(=CNC2=CC1)NC(=O)C1CCCCC1